C(C)N1CC(CCC1)NC1=C(N=NC=C1C)C1=C(C=C(C=C1O)C)C(F)(F)F 6-((1-Ethylpiperidin-3-ylamino)-5-methylpyridazin-3-yl)-3-methyl-5-(trifluoromethyl)-phenol